5,5'-oxybis(N-tetradecyl-2-acetyl-3-hydroxypyridin-4-one) O(C=1C(C(=C(N(C1)CCCCCCCCCCCCCC)C(C)=O)O)=O)C=1C(C(=C(N(C1)CCCCCCCCCCCCCC)C(C)=O)O)=O